COC1=CC(=NC(=C1)C(F)(F)F)N 4-methoxy-6-(trifluoromethyl)-2-pyridylamine